2,2'-[5-(4-[(1E)-3-Oxo-3-phenylprop-1-en-1-yl]phenylcarbamoyl)benzene-1,3-diyl]bis(1,3-dioxo-2,3-dihydro-1H-isoindole-5-carboxylic acid) O=C(/C=C/C1=CC=C(C=C1)NC(=O)C=1C=C(C=C(C1)N1C(C2=CC=C(C=C2C1=O)C(=O)O)=O)N1C(C2=CC=C(C=C2C1=O)C(=O)O)=O)C1=CC=CC=C1